FC1=C(C=C(C(=C1OC)F)F)C=1SC(=CN1)C(=O)OCC ethyl 2-(2,4,5-trifluoro-3-methoxyphenyl)thiazole-5-carboxylate